COCCOC1=C(C=C(C=C1)C1=NNC(O[C@H]1C)=O)C#CC(C)(S(=O)(=O)C)C (S)-5-(4-(2-methoxyethoxy)-3-(3-methyl-3-(methylsulfonyl)but-1-yn-1-yl)phenyl)-6-methyl-3,6-dihydro-2H-1,3,4-oxadiazin-2-one